1-phenyl-2-((2-phenylimidazo[1,2-a]pyridine-3-yl)thio)ethane-1-amine C1(=CC=CC=C1)C(CSC1=C(N=C2N1C=CC=C2)C2=CC=CC=C2)N